C(C)OC(=O)C=1C(N(C2=NC=CC(=C2C1O)Br)CC1=NC=C(C=C1)F)=O bromo-1-((5-fluoropyridin-2-yl)methyl)-4-hydroxy-2-oxo-1,2-dihydro-1,8-naphthyridine-3-carboxylic acid ethyl ester